C(C)(C)N1C(N(C(C(=C1)C(=O)N)=O)C1=NOC(=C1)C)=O 1-isopropyl-3-(5-methylisoxazol-3-yl)-2,4-dioxo-1,2,3,4-tetrahydropyrimidine-5-carboxamide